N1=NB=NC=C1 diaza-borazine